N-chloro-norvaline ClN[C@@H](CCC)C(=O)O